COC1=C(C=CC(=C1)[C@@H]2[C@H](OC3=C(O2)C=CC(=C3)[C@@H]4CC(=O)C5=C(C=C(C=C5O4)O)O)CO)O The molecule is a flavonolignan isolated from milk thistle, Silybum marianum, and has been shown to exhibit hepatoprotective activity. It has a role as a metabolite and a hepatoprotective agent. It is a flavonolignan, a benzodioxine, an aromatic ether and a polyphenol.